C(C)(C)(C)OC(=O)N1CC(C1)OCC=1C(=NOC1C1CC1)C1=C(C=CC=C1Cl)Cl 3-((5-cyclopropyl-3-(2,6-dichlorophenyl)isoxazol-4-yl)methoxy)azetidine-1-carboxylic acid tert-butyl ester